C(C)(C)(C)C=1C=C(C=C(C1O)C(C)(C)C)OC(C1=CC=C(C=C1)O)=O 3,5-di-t-butyl-4-hydroxyphenyl-4-hydroxybenzoate